4-((trans-3-(5-(5-ethoxypyridin-2-yl)-4-(2-fluorophenyl)-4H-1,2,4-triazol-3-yl)cyclobutyl)carbamoyl)-7-fluoro-1,5-naphthyridine 1-oxide C(C)OC=1C=CC(=NC1)C=1N(C(=NN1)[C@@H]1C[C@H](C1)NC(=O)C1=CC=[N+](C2=CC(=CN=C12)F)[O-])C1=C(C=CC=C1)F